(1S,2R)-2-((S)-5-chloro-8-((6,7-difluorobenzo[d]isoxazol-3-yl)methoxy)-1-((2-oxopyrrolidin-1-yl)methyl)-1,2,3,4-tetrahydroisoquinoline-2-carbonyl)-1-methylcyclohexane-1-carboxylic acid ClC1=C2CCN([C@@H](C2=C(C=C1)OCC1=NOC2=C1C=CC(=C2F)F)CN2C(CCC2)=O)C(=O)[C@H]2[C@](CCCC2)(C(=O)O)C